BrC1=CC(=NC=C1)C(C)=O 1-(4-bromo-2-pyridyl)ethanone